3-(difluoromethylsulfonimidoyl)benzoic acid FC(S(=O)(=N)C=1C=C(C(=O)O)C=CC1)F